[Br-].C(CCC)[PH3+] n-butylphosphonium bromide